3-bromo-4-(4-((1-ethyl-1H-indol-4-yl)methyl)piperazin-1-yl)-1-methyl-1,5-naphthyridin-2(1H)-one BrC=1C(N(C2=CC=CN=C2C1N1CCN(CC1)CC1=C2C=CN(C2=CC=C1)CC)C)=O